CS(=O)(=O)NC1=NSC(=C(S1)NS(=O)(=O)C)NS(=O)(=O)C 3,5,6-tris(methylsulfonylamino)-1,4,2-dithiazine